COC(C[C@@H](C1=NC(=CC(=C1)C1=C(C=CC=C1C)C)Cl)N[S@](=O)C(C)(C)C)=O.N[C@@H](CC(=O)OC)C1=NC(=CC(=C1)C1=C(C=CC=C1C)C)Cl methyl (S)-3-amino-3-(6-chloro-4-(2,6-dimethylphenyl)pyridin-2-yl)propanoate methyl-(S)-3-(((R)-tert-butylsulfinyl)amino)-3-(6-chloro-4-(2,6-dimethylphenyl)pyridin-2-yl)propanoate